((4-nitrophenyl)sulfonyl)-3-vinyl-azetidine-2,2-dicarboxylic acid diethyl ester C(C)OC(=O)C1(N(CC1C=C)S(=O)(=O)C1=CC=C(C=C1)[N+](=O)[O-])C(=O)OCC